NC1CCN(CC1)C(CN1C[C@@H](CCC1)NC=1N=NC(=C(C1)C)C1=C(C=C(C=C1)C(F)(F)F)O)=O (R)-1-(4-Aminopiperidin-1-yl)-2-(3-((6-(2-hydroxy-4-(trifluoromethyl)phenyl)-5-methylpyridazin-3-yl)amino)piperidin-1-yl)ethan-1-one